2'-(6-amino-5-cyanopyridin-3-yl)-N-[1-(pyridin-4-yl)cyclobutyl]-5',6'-dihydrospiro[azetidine-3,4'-pyrrolo[1,2-b]pyrazole]-1-carboxamide NC1=C(C=C(C=N1)C=1C=C2N(N1)CCC21CN(C1)C(=O)NC1(CCC1)C1=CC=NC=C1)C#N